N[C@H](CO)CN1N=C(C=C1)C1=CC=C(C=C1)OC1=NC=C(C=C1F)C1=NNC=C1 (S)-2-amino-3-(3-(4-((3-fluoro-5-(1H-pyrazol-3-yl)pyridin-2-yl)oxy)phenyl)-1H-pyrazol-1-yl)propan-1-ol